C(C=C)C=1C=CC(=CC1)C1=CC=C(C=C1)CC=C 5',5-diallyl-2,2'-biphenyl